4-chloro-7-(trifluoromethyl)quinoline-3-carbaldehyde ClC1=C(C=NC2=CC(=CC=C12)C(F)(F)F)C=O